(±)-3-phenylbutyric acid C1(=CC=CC=C1)[C@@H](CC(=O)O)C |r|